2-(difluoromethoxy)-4-(4-((3S,5R)-3,4,5-trimethylpiperazin-1-yl)piperidin-1-yl)aniline FC(OC1=C(N)C=CC(=C1)N1CCC(CC1)N1C[C@@H](N([C@@H](C1)C)C)C)F